7-bromo-4-(2-(thiophen-3-yl)ethoxy)quinoline 4,6-dihydropyrrolo[3,4-c]pyrazole-5(1H)-carboxylate N1N=CC2=C1CN(C2)C(=O)O.BrC2=CC=C1C(=CC=NC1=C2)OCCC2=CSC=C2